COC(=O)C=1C(=CC2=C(N=CS2)C1)NC(=O)C1=NC(=CC=C1)C 6-[(6-methylpyridine-2-carbonyl)amino]-1,3-benzothiazole-5-Carboxylic acid methyl ester